NC1=NC=2C3=C(C(CC2C=N1)(C)C)C(=NN3)C(=O)NC=3SC=C(N3)C(NC3CCCCC3)=O 8-amino-N-[4-(cyclohexylcarbamoyl)-1,3-thiazol-2-yl]-4,4-dimethyl-4,5-dihydro-1H-pyrazolo[4,3-H]quinazoline-3-carboxamide